C(C)C1(CCOCC1)C(=O)N(C=1C=C2C(=NC1)N=C(N2)C2=NNC=1C[C@@]3([C@H](CC21)C3)C)C 4-Ethyl-N-methyl-N-(2-((4aS,5aR)-5a-methyl-1,4,4a,5,5a,6-hexahydrocyclopropa[f]indazol-3-yl)-1H-imidazo[4,5-b]pyridin-6-yl)tetrahydro-2H-pyran-4-carboxamide